C(C)(CC)NC(C)=NC(C)CC (l)-N,N'-di-sec-butylacetamidine